6-bromo-5-methoxy-2-methyl-1,3-benzothiazole BrC1=CC2=C(N=C(S2)C)C=C1OC